3-bromophenyl-boronic acid BrC=1C=C(C=CC1)B(O)O